C(C)O[Si](Cl)(Cl)C(C)(C)[Si](OCC)(Cl)Cl bis(ethoxydichlorosilyl)propane